tri(isohexyl) cyclohexane-1,3,5-tripropionate C1(CC(CC(C1)CCC(=O)OCCCC(C)C)CCC(=O)OCCCC(C)C)CCC(=O)OCCCC(C)C